COC1=CC=C(C2=C(C=CC=C12)C#C[Si](C(C)C)(C(C)C)C(C)C)O 4-methoxy-8-((triisopropylsilyl)ethynyl)naphthalene-1-ol